CC(C)(C)OC([C@@H](NC(=O)OC(C)(C)C)CCCCN)=O N2-[(1,1-dimethylethoxy)carbonyl]-L-lysine 1,1-dimethylethyl ester